(3-fluoro-4-(trifluoromethyl)phenyl)boronic acid FC=1C=C(C=CC1C(F)(F)F)B(O)O